OC1CNC2=CC=C(C=C2C1)C(=O)O 3-oxyl-1,2,3,4-tetrahydroquinoline-6-carboxylic acid